2-(4-methoxyphenyl)methyl-6-(1-methylcyclopropyl)spiro[3H-isoquinoline-4,1'-cyclopropane] COC1=CC=C(C=C1)CN1CC2=CC=C(C=C2C2(CC2)C1)C1(CC1)C